rac-tert-butyl (3aR,7aS)-2-[2-(trifluoromethyl)pyridin-3-yl]-octahydro-1H-pyrrolo[3,4-c]pyridine-5-carboxylate FC(C1=NC=CC=C1N1C[C@@H]2CN(CC[C@@H]2C1)C(=O)OC(C)(C)C)(F)F |r|